2,3-bis[6-oxo-6-(3-pentyloctoxy)hexoxy]propanoic acid O=C(CCCCCOC(C(=O)O)COCCCCCC(=O)OCCC(CCCCC)CCCCC)OCCC(CCCCC)CCCCC